B([O-])([O-])[O-].FC(C=1C=CC=C(C1)C(F)(F)F)(F)F.[Na+].[Na+].[Na+] sodium [3,5-bis(trifluoromethyl)benzene] borate